C(C)OC(=O)C1=CC=NN1CC1=CC=NC=C1 ethyl-1-(pyridin-4-ylmethyl)-1H-pyrazole-5-carboxylate